1-(7-(8-ethyl-7-fluoro-3-hydroxynaphthalen-1-yl)-2-(((2R,7aS)-2-fluorohexahydro-1H-pyrrolizin-7a-yl)methoxy)-5,6,7,8-tetrahydropyrido[3,4-d]pyrimidin-4-yl)-5-(hydroxymethyl)azepan-4-ol C(C)C=1C(=CC=C2C=C(C=C(C12)N1CC=2N=C(N=C(C2CC1)N1CCC(C(CC1)CO)O)OC[C@]12CCCN2C[C@@H](C1)F)O)F